7-Ethyl-3-[(1-{[(3R,4R)-1-{[2-(2-fluorobenzyl)-1,3-thiazol-5-yl]carbonyl}-3-phenylpiperidin-4-yl]carbonyl}-4-hydroxypiperidin-4-yl)methyl]-3,7-dihydro-4H-pyrrolo[2,3-d]pyrimidin-4-one C(C)N1C=CC2=C1N=CN(C2=O)CC2(CCN(CC2)C(=O)[C@H]2[C@@H](CN(CC2)C(=O)C2=CN=C(S2)CC2=C(C=CC=C2)F)C2=CC=CC=C2)O